N-isopropyl-N-(tert-butoxycarbonyl)ethylenediamine C(C)(C)N(CCN)C(=O)OC(C)(C)C